1-(2-isopropyl-5-nitro-2,3-dihydro-1H-inden-2-yl)-4-(trifluoromethyl)imidazolidin-2-one n-propyl-benzoate C(CC)OC(C1=CC=CC=C1)=O.C(C)(C)C1(CC2=CC=C(C=C2C1)[N+](=O)[O-])N1C(NC(C1)C(F)(F)F)=O